OC(C)(C)C=1C(=CC2=CNN=C2C1)NC(=O)C1=NC(=CC=C1)C(F)(F)F N-(6-(2-hydroxy-prop-2-yl)-2H-indazol-5-yl)-6-(trifluoromethyl)pyridinecarboxamide